1-((2S,4R)-4-(3-((4-amino-7-methyl-5-(4-phenoxyphenyl)-7H-pyrrolo[2,3-d]pyrimidin-6-yl)ethynyl)-3-fluoroazetidin-1-yl)-2-(hydroxymethyl)piperidin-1-yl)prop-2-en-1-one NC=1C2=C(N=CN1)N(C(=C2C2=CC=C(C=C2)OC2=CC=CC=C2)C#CC2(CN(C2)[C@H]2C[C@H](N(CC2)C(C=C)=O)CO)F)C